N-(3-(2-((2-methoxyphenyl)amino)-7-oxo-5-((triisopropylsilyl)ethynyl)pyrido[2,3-d]pyrimidin-8(7H)-yl)phenyl)cyclopropanesulfonamide COC1=C(C=CC=C1)NC=1N=CC2=C(N1)N(C(C=C2C#C[Si](C(C)C)(C(C)C)C(C)C)=O)C=2C=C(C=CC2)NS(=O)(=O)C2CC2